2-(2-hydroxyethoxy)ethyl (2-hydroxyethyl) terephthalate C(C1=CC=C(C(=O)OCCO)C=C1)(=O)OCCOCCO